morpholin-4-yl-isonicotinamide N1(CCOCC1)C1=C(C(=O)N)C=CN=C1